C(C)C=1C2=C(NC1C=1C=C(C=3N(C1)N=CN3)C)C=C(S2)C(=O)O 6-ethyl-5-(8-methyl-[1,2,4]triazolo[1,5-a]pyridin-6-yl)-4H-thieno[3,2-b]pyrrole-2-carboxylic acid